3-{butyl[(2-thienylmethyl)carbamoyl]amino}-N,N-bis(2-thienylmethyl)propanamide C(CCC)N(CCC(=O)N(CC=1SC=CC1)CC=1SC=CC1)C(NCC=1SC=CC1)=O